4-hydroxyphenyl-methyl-(2-methylbenzyl)sulfonium tetrakis(pentafluorophenyl)borate FC1=C(C(=C(C(=C1[B-](C1=C(C(=C(C(=C1F)F)F)F)F)(C1=C(C(=C(C(=C1F)F)F)F)F)C1=C(C(=C(C(=C1F)F)F)F)F)F)F)F)F.OC1=CC=C(C=C1)[S+](CC1=C(C=CC=C1)C)C